N,1,7-tribenzyl-1,2,3,6,7,7a-hexahydro-3aH-3,6-methanopyrrolo[3,2-b]pyridine-3a-carboxamide C(C1=CC=CC=C1)NC(=O)C12N=CC3C(C1N(CC2C3)CC3=CC=CC=C3)CC3=CC=CC=C3